FC1=C(C=C(C=C1)C1=CC(=NC2=CC(=CC=C12)OC)C)C 4-(4-fluoro-3-methyl-phenyl)-7-methoxy-2-methyl-quinoline